rel-(S)-N-Methyl-1-(5-(pyrimidin-4-yl)isochroman-1-yl)methanamine hydrochloride salt Cl.CNC[C@H]1OCCC2=C(C=CC=C12)C1=NC=NC=C1 |o1:4|